6-bromo-4-chloro-2-(trifluoromethyl)pyrido[3,4-d]pyrimidine BrC1=CC2=C(N=C(N=C2Cl)C(F)(F)F)C=N1